(2R)-N,N-dimethyl-2-[4-(o-tolyl)-2-oxo-chromen-7-yl]oxy-propionamide CN(C([C@@H](C)OC1=CC=C2C(=CC(OC2=C1)=O)C1=C(C=CC=C1)C)=O)C